CN1C(=CC=CC1=O)CC#N 2-(1-methyl-6-oxo-1,6-dihydropyridin-2-yl)acetonitrile